N=1N=CN2C1C(=NC=C2)O [1,2,4]triazolo[4,3-a]pyrazin-8-ol